1-(4-(2-((5-(1H-pyrazol-4-yl)thiazolo[5,4-b]pyridin-2-yl)amino)pyridin-4-yl)piperazin-1-yl)-3-(pyrrolidin-1-yl)propan-1-one N1N=CC(=C1)C1=CC=C2C(=N1)SC(=N2)NC2=NC=CC(=C2)N2CCN(CC2)C(CCN2CCCC2)=O